(M)-1-(6-(3-chloro-4-(3-hydroxy-1-naphthalenyl)-7,7-dimethyl-7,8-dihydro-5H-pyrano[4,3-b]pyridin-2-yl)-2,6-diazaspiro[3.4]octan-2-yl)-2-propen-1-one ClC=1C(=C2C(=NC1N1CC3(CN(C3)C(C=C)=O)CC1)CC(OC2)(C)C)C2=CC(=CC1=CC=CC=C21)O